C(C1=CC=CC=C1)N1C(C(C(=C1C1=CC=CC=C1)C1=CC=CC=C1)(C[Se]CC1=CC=CC=C1)C)=O 1-Benzyl-3-methyl-4,5-diphenyl-3-((benzylseleno)methyl)-1H-pyrrol-2(3H)-one